C1(CCCC1)OC=1C(=C(C=CC1[2H])[C@@H]1C[C@H](C(NC1)=O)CC1=CC(=CC=C1)C)OC (3s,5s)-5-(3-(cyclopentyloxy)-4-deutero-methoxyphenyl)-3-(3-methylbenzyl)piperidin-2-one